C(=C)NC1=C2NC=NC2=NC=N1 N6-vinyl-adenine